2-[4-(2,3-dihydro-1H-inden-1-yl)-2,6-bis(propan-2-yl)phenyl]-N-{4-[(dimethylamino)methyl]benzene-sulfonyl}acetamide C1(CCC2=CC=CC=C12)C1=CC(=C(C(=C1)C(C)C)CC(=O)NS(=O)(=O)C1=CC=C(C=C1)CN(C)C)C(C)C